(S)-3-(1-cyclopentyl-5-(2-(trifluoromethyl)phenyl)-1H-pyrazole-3-carboxamido)-5-(2-oxopiperidin-1-yl)pentanoic acid tert-butyl ester C(C)(C)(C)OC(C[C@H](CCN1C(CCCC1)=O)NC(=O)C1=NN(C(=C1)C1=C(C=CC=C1)C(F)(F)F)C1CCCC1)=O